2-([1,1'-biphenyl]-4-yl)-4-(2-chlorophenyl)-6-phenyl-1,3,5-triazine C1(=CC=C(C=C1)C1=NC(=NC(=N1)C1=C(C=CC=C1)Cl)C1=CC=CC=C1)C1=CC=CC=C1